(±)-N-[4-[4-(2-amino-6-methyl-pyrimidin-4-yl)-1,4-oxazepan-3-yl]-3-chloro-phenyl]-2-methoxy-acetamide NC1=NC(=CC(=N1)N1[C@@H](COCCC1)C1=C(C=C(C=C1)NC(COC)=O)Cl)C |r|